7-((6-(2-(methylamino)ethoxy)pyridin-3-yl)methyl)-2-(pentan-3-yloxy)imidazo[2,1-f][1,2,4]triazin-4-amine CNCCOC1=CC=C(C=N1)CC1=CN=C2C(=NC(=NN21)OC(CC)CC)N